BrC1=C(C(=C(C=C1OC)N(C(COC)=O)C)[N+](=O)[O-])NC N-(4-bromo-5-methoxy-3-(methylamino)-2-nitrophenyl)-2-methoxy-N-methylacetamide